(E)-4-tridecen-1-ol C(CC\C=C\CCCCCCCC)O